C(CCCCCCCC=CC=CC=CCCCC)(=O)O 9,11,13-octadecatrienoic acid